(2S)-1-[(13Z,16Z)-docosane-13,16-dien-1-yloxy]-3-(hexyloxy)-N,N-dimethylpropan-2-amine C(CCCCCCCCCCC\C=C/C\C=C/CCCCC)OC[C@H](COCCCCCC)N(C)C